tert-butyl ((1S*,3s*)-3-((R)-3-((6-(2-hydroxy-4-(trifluoromethyl)phenyl)-5-methylpyridazin-3-yl)amino)piperidin-1-yl)cyclobutyl)carbamate OC1=C(C=CC(=C1)C(F)(F)F)C1=C(C=C(N=N1)N[C@@H]1CN(CCC1)C1CC(C1)NC(OC(C)(C)C)=O)C |o1:18|